folic Acid C(CC[C@@H](C(=O)O)NC(=O)C1=CC=C(NCC2=CN=C3N=C(N)NC(=O)C3=N2)C=C1)(=O)O